Tert-butyl-(2R)-2-ethynylmorpholine C(C)(C)(C)N1C[C@H](OCC1)C#C